((2R,3S,5R)-5-(2-chloro-6-octanamido-9H-purin-9-yl)-2-ethynyl-3-hydroxytetrahydrofuran-2-yl)methyl 3-(2-acetoxy-4,6-dimethylphenyl)-3-methylbutanoate C(C)(=O)OC1=C(C(=CC(=C1)C)C)C(CC(=O)OC[C@]1(O[C@H](C[C@@H]1O)N1C2=NC(=NC(=C2N=C1)NC(CCCCCCC)=O)Cl)C#C)(C)C